NC1CCN(CC1)C=1C=C2C(=NN1)C=1N(C(N2CC2=CC=C(C=C2)Cl)=O)C(=NN1)C(C)(C)C 8-(4-aminopiperidin-1-yl)-3-tert-butyl-6-(4-chlorobenzyl)[1,2,4]triazolo[4',3':1,6]pyrimido[5,4-c]pyridazin-5(6H)-one